(rac)-(R)-1-(4-(1-(hydroxymethyl)-5,6,7,8-tetrahydroimidazo[1,5-a]pyridin-8-yl)phenyl)-3-(pyridin-2-yl)urea OCC=1N=CN2C1[C@H](CCC2)C2=CC=C(C=C2)NC(=O)NC2=NC=CC=C2 |r|